C(C1=CC=CC=C1)OC1CCN(CC1)C1=C(N=C(S1)N(C)C(=O)OC(C)(C)C)C(=O)OCC ethyl 5-[4-(benzyloxy)piperidin-1-yl]-2-{[(tert-butoxy)carbonyl](methyl)amino}-1,3-thiazole-4-carboxylate